OC1=CC=C(C=C1)C1=CN=C2C(=N1)N(C=N2)C2CCC(CC2)COC 6-(4-Hydroxyphenyl)-1-((1r,4r)-4-(methoxymethyl)cyclohexyl)-1H-imidazo[4,5-b]pyrazin